C(C)(=O)N1CC[C@@H]2N(C([C@H](C1)NC(=O)C=1NC3=CC=C(C=C3C1)C(F)(F)P(O)(O)=O)=O)[C@@H](CC2)C(NC2(CCOCC2)C2=CC=CC=C2)=O ((2-(((5S,8S,10aR)-3-acetyl-6-oxo-8-((4-phenyltetrahydro-2H-pyran-4-yl)carbamoyl)decahydropyrrolo[1,2-a][1,5]diazocin-5-yl)carbamoyl)-1H-indol-5-yl)difluoromethyl)phosphonic acid